2-ethylhexyl isononyl isophthalate C(C1=CC(C(=O)OCCCCCCC(C)C)=CC=C1)(=O)OCC(CCCC)CC